ClN1C(=C(C2=NC(=CC=C21)OC)C=2C=NNC2)C2=NC(=NN2)OC chloro-5-methoxy-2-(3-methoxy-1H-1,2,4-triazol-5-yl)-3-(1H-pyrazol-4-yl)-1H-pyrrolo[3,2-b]pyridine